5-(((2S,3S)-3-((3-iodobenzyl)amino)-2-phenylpiperidin-1-yl)methyl)-2,4-dihydro-3H-1,2,4-triazol-3-one IC=1C=C(CN[C@@H]2[C@@H](N(CCC2)CC=2NC(NN2)=O)C2=CC=CC=C2)C=CC1